C(#C)C=1C=C(C(=NC1)NS(=O)(=O)C1=CNC(=C1)C1=CC=CC=C1)F N-(5-ethynyl-3-fluoro-2-pyridyl)-5-phenyl-1H-pyrrole-3-sulfonamide